Choline acetate salt C(C)(=O)[O-].OCC[N+](C)(C)C